(4-(bromomethyl)-2-chloro-6-fluorophenyl)boronic acid BrCC1=CC(=C(C(=C1)F)B(O)O)Cl